The molecule is a 3-hydroxy fatty acyl-CoA that results from the formal condensation of the thiol group of coenzyme A with the carboxy group of (R)-3-hydroxytriacontanoic acid [(R)-3-hydroxymelissic acid]. It is a (R)-3-hydroxyacyl-CoA, a 3-hydroxy fatty acyl-CoA and an ultra-long-chain fatty acyl-CoA. It derives from a triacontanoic acid. It is a conjugate acid of a (R)-3-hydroxytriacontanoyl-CoA(4-). CCCCCCCCCCCCCCCCCCCCCCCCCCC[C@H](CC(=O)SCCNC(=O)CCNC(=O)[C@@H](C(C)(C)COP(=O)(O)OP(=O)(O)OC[C@@H]1[C@H]([C@H]([C@@H](O1)N2C=NC3=C(N=CN=C32)N)O)OP(=O)(O)O)O)O